NCCC[Si](OC)(C)C 3-aminopropyldimethyl-methoxysilane